ON[C@@H](CCSC)C(=O)[O-].[Ca+2].FC=1C=CC(=C(C1)N1CCCCC1)[N+](=O)[O-].ON[C@@H](CCSC)C(=O)[O-] (5-fluoro-2-nitrophenyl)piperidine calcium hydroxymethionine salt